BrC1=CC2=C3C4=C1C=CC=C4C(C4=C3C=3C(=CC=CC3C2=O)C(=C4)Br)=O 4,10-dibromo-dibenzo[def,mno]chrysen-6,12-dione